2-[3-[4-[1-(carboxymethyl)indol-5-yl]oxy-2-(trifluoromethyl)phenoxy]phenyl]acetic acid C(=O)(O)CN1C=CC2=CC(=CC=C12)OC1=CC(=C(OC=2C=C(C=CC2)CC(=O)O)C=C1)C(F)(F)F